[N+](=O)([O-])C=1C=CC(=NC1)C(=O)NC1=CC=C(C=C1)[N+](=O)[O-] 5-nitro-N-(4-nitrophenyl)pyridinecarboxamide